2-ethoxyethyl 2-methyl-2-propenoate CC(C(=O)OCCOCC)=C